(R)-4-(1-(3-amino-5-(trifluoromethyl)phenyl)ethylamino)-7-(3,3-dimethylpyrrolidin-1-yl)-N,N,2-trimethylpyrido[2,3-d]pyrimidine-6-carboxamide NC=1C=C(C=C(C1)C(F)(F)F)[C@@H](C)NC=1C2=C(N=C(N1)C)N=C(C(=C2)C(=O)N(C)C)N2CC(CC2)(C)C